(2S)-N'-(1,3-diphenyl-1H-pyrazol-5-yl-carbonyl)-2,3-dihydro-1,4-benzodioxin-2-yl-carbohydrazide C1(=CC=CC=C1)N1N=C(C=C1C(=O)N(N[C@@H]1COC2=C(O1)C=CC=C2)C(=O)NN)C2=CC=CC=C2